C(C)OC1=CC=C(C2=CC=CC=C12)O 1-ethoxy-4-hydroxynaphthalene